Cl.C1(CC1)[C@H](C)N (1S)-1-cyclopropylethanamine hydrochloride